5-chloro-N-(3-(1-(4-fluorobenzamido)cyclopropyl)bicyclo[1.1.1]pentan-1-yl)picolinamide ClC=1C=CC(=NC1)C(=O)NC12CC(C1)(C2)C2(CC2)NC(C2=CC=C(C=C2)F)=O